ClC=1C(=CC2=C(CC(O2)C2=CC=CC(=N2)C#N)C1)F 6-(5-chloro-6-fluoro-2,3-dihydrobenzofuran-2-yl)picolinonitrile